FC=1C(=NC=CC1)SC=1C=2N(C=C(C1)C=1N=NN(C1)C1CCC(CC1)NC)N=CC2C#N 4-[(3-fluoro-2-pyridyl)sulfanyl]-6-[1-[4-(methylamino)cyclohexyl]triazol-4-yl]pyrazolo[1,5-a]pyridine-3-carbonitrile